CN(C)C=NC1=CC=C(CCC(C(=O)N)CC)C=C1 (4-(((dimethylamino)methylene)amino)phenethyl)butyramide